6-amino-9-(4-(((4-(aminomethyl)benzyl)amino)methyl)benzyl)-2-(pentyl-amino)-9H-purin-8-ol NC1=C2N=C(N(C2=NC(=N1)NCCCCC)CC1=CC=C(C=C1)CNCC1=CC=C(C=C1)CN)O